BrCC(=O)C1=CC=NC2=CC(=C(N=C12)OC)OC 2-bromo-1-(6,7-dimethoxy-1,5-naphthyridin-4-yl)ethanone